ClC=1C=C2C3(C(N(C2=CC1C(=O)OC)C(=O)OC(C)(C)C)=O)CC3 1'-tert-butyl 6'-methyl 5'-chloro-2'-oxospiro[cyclopropane-1,3'-indoline]-1',6'-dicarboxylate